N-(6-(4-fluorophenoxy)-1-phenyl-1H-pyrazolo[3,4-d]pyrimidin-4-yl)-5-nitrothiophene-2-carboxamide FC1=CC=C(OC2=NC(=C3C(=N2)N(N=C3)C3=CC=CC=C3)NC(=O)C=3SC(=CC3)[N+](=O)[O-])C=C1